N-cyclobutyl-4-(N,N-dimethylsulfamoyl)-N-(3-fluoro-2-(4-(pyridin-2-yloxy)piperidin-1-yl)phenyl)benzamide C1(CCC1)N(C(C1=CC=C(C=C1)S(N(C)C)(=O)=O)=O)C1=C(C(=CC=C1)F)N1CCC(CC1)OC1=NC=CC=C1